COC(C(O)CC(=O)O)=O.N(=[N+]=[N-])CCOCCOCCOCCOC[C@H]1OC[C@@H]([C@@H]2[C@H]1OC(O2)(C)C)NC(C)=O N-((3aR,4R,7S,7aR)-4-(13-azido-2,5,8,11-tetraoxatridecyl)-2,2-dimethyltetrahydro-4H-[1,3]dioxolo[4,5-c]pyran-7-yl)acetamide Methyl-malate